FC1(CN(CC1)C1=NC=CC(=C1C1=NC2=C(N1)COCC2)C2=CC=CC=C2)F 2-(2-(3,3-difluoropyrrolidin-1-yl)-4-phenylpyridin-3-yl)-3,4,6,7-tetrahydropyrano[3,4-d]imidazole